ClC=1C(=CC2=C(C(C[C@@H](O2)C(=O)NC23CC(C2)(C3)C3=NC(=NC=C3)OCCOC(F)(F)F)=O)C1)F (2R)-6-chloro-7-fluoro-4-oxo-N-(3-{2-[2-(trifluoromethoxy)ethoxy]pyrimidin-4-yl}bicyclo[1.1.1]pentan-1-yl)-3,4-dihydro-2H-1-benzopyran-2-carboxamide